C(C)(C)(C)C=1N=CN(C1)C1=C(C(=O)OCC)C=C(C=C1F)NC(=O)C1(CC1)C1=C(C=C(C=C1)OC(F)(F)F)F Ethyl 2-(4-tert-butyl-1H-imidazol-1-yl)-3-fluoro-5-[({1-[2-fluoro-4-(trifluoromethoxy) phenyl]cyclopropyl}carbonyl) amino]benzoate